1H-Benzimidazol N1C=NC2=C1C=CC=C2